CC1=C(C=2N(N=C1N1CC=3C=C(C=NC3CC1)C(=O)NCC1=CN=CS1)C(=NN2)C(F)(F)F)C 6-(7,8-dimethyl-3-(trifluoromethyl)-[1,2,4]triazolo[4,3-b]pyridazin-6-yl)-N-(thiazol-5-ylmethyl)-5,6,7,8-tetrahydro-1,6-naphthyridine-3-carboxamide